digalactosamine C([C@@H]1[C@@H]([C@@H]([C@H]([C@H](O1)O[C@H]2[C@H](O[C@@H]([C@@H]([C@H]2O)N)O)CO)N)O)O)O